5-[(2R,4S)-4-[4-[2-fluoro-4-(trifluoromethyl)phenyl]-6-methoxy-7-methyl-pteridin-2-yl]tetrahydropyran-2-yl]-1-(trideuteriomethyl)pyridin-2-one FC1=C(C=CC(=C1)C(F)(F)F)C1=NC(=NC2=NC(=C(N=C12)OC)C)[C@@H]1C[C@@H](OCC1)C=1C=CC(N(C1)C([2H])([2H])[2H])=O